ClC=1C(=CC2=C(N(C(N=C2)=O)C=2C(=NC=CC2C)S(=O)(=O)C)N1)F 7-chloro-6-fluoro-1-(4-methyl-2-(methylsulfonyl)pyridin-3-yl)pyridino[2,3-d]pyrimidin-2(1H)-one